N-(2,6-dimethyl-4-(7-((4,4,5,5,5-pentafluoropentyl)oxy)-1,3,4,5-tetrahydro-2H-benzo[c]azepin-2-yl)phenyl)-3,3-dimethylbutanamide CC1=C(C(=CC(=C1)N1CC2=C(CCC1)C=C(C=C2)OCCCC(C(F)(F)F)(F)F)C)NC(CC(C)(C)C)=O